ClC=1C=2C(N=C3N(C2C=CC1)C1=CC(=CC=C1C31CCCCC1)C1CN(CCC1)C(=O)OC(C)(C)C)=O tert-butyl 3-(4'-chloro-5'-oxo-5'H-spiro[cyclohexane-1,7'-indolo[1,2-a]quinazolin]-10'-yl)piperidine-1-carboxylate